5-(furan-2-yl)-N-(1-(trans-4-hydroxycyclohexyl)-1H-pyrazol-4-yl)isoxazole-3-carboxamide O1C(=CC=C1)C1=CC(=NO1)C(=O)NC=1C=NN(C1)[C@@H]1CC[C@H](CC1)O